n-eicosyl acetate CCCCCCCCCCCCCCCCCCCCOC(=O)C